CCCCCCCCNC1=CC=C(C=C1)NC2=CC=CC=C2 N-octyl-N'-phenyl-p-phenylenediamine